5-(2-{2-[N-({[1,1'-Biphenyl]-4-yl}methyl)formamido]phenyl}ethynyl)-4-methoxypyridin C1(=CC=C(C=C1)CN(C=O)C1=C(C=CC=C1)C#CC=1C(=CC=NC1)OC)C1=CC=CC=C1